(±)-trans-1-(8-amino-6-chloro-2,7-naphthyridin-3-ylcarbamoyl)-5-azaspiro[2.4]Heptane-5-carboxylic acid tert-butyl ester C(C)(C)(C)OC(=O)N1CC2(CC2C(NC=2N=CC3=C(N=C(C=C3C2)Cl)N)=O)CC1